1-(4-Hydroxyphenyl)ethan-1-one OC1=CC=C(C=C1)C(C)=O